FC(C=1C(=C(C=CC1)[C@@H](C)NC1=NN=C(C=2C1=CN(C(C2)=O)C(C(=O)O)C)C)F)F 2-(4-(((R)-1-(3-(difluoromethyl)-2-fluorophenyl)ethyl)amino)-1-methyl-7-oxopyrido[3,4-d]pyridazine-6(7H)-yl)propionic acid